5-((benzyloxy)methyl)tetrahydrofuran-2-ol C(C1=CC=CC=C1)OCC1CCC(O1)O